N[C@@H]1CN(CC1)C1=C(C=NC=C1C1=NC2=C(N1)C=CC=C2)C=2C=C(C#N)C=C(C2)F 3-{4-[(3S)-3-Aminopyrrolidin-1-yl]-5-(1H-1,3-benzodiazol-2-yl)pyridin-3-yl}-5-fluorobenzonitril